3-(2-fluoroethoxy)benzamide (2S,3S)-ethyl-3-((2-(2-chloro-5-trityl-5H-pyrrolo[2,3-b]pyrazin-7-yl)-5-fluoro-6-(thiazol-2-yl)pyrimidin-4-yl)amino)bicyclo[2.2.2]octane-2-carboxylate C(C)OC(=O)[C@H]1C2CCC([C@@H]1NC1=NC(=NC(=C1F)C=1SC=CN1)C1=CN(C3=NC=C(N=C31)Cl)C(C3=CC=CC=C3)(C3=CC=CC=C3)C3=CC=CC=C3)CC2.FCCOC=2C=C(C(=O)N)C=CC2